C(#N)[C@H](C[C@@H]1C(NCCC1)=O)NC(=O)[C@@H]1N([C@H]2CC([C@@H]1CC2)(F)F)C(=O)C2(C1=CC=CC=C1C=1C=CC=CC21)O (1R,3R,4R)-N-((S)-1-cyano-2-((R)-2-oxopiperidin-3-yl)ethyl)-5,5-difluoro-2-(9-hydroxy-9H-fluorene-9-carbonyl)-2-azabicyclo[2.2.2]octane-3-carboxamide